tert-butyl N-[2-[[1-(3-bromo-2-fluoro-phenyl)-2-methyl-propyl]-cyclopropyl-amino]ethyl]carbamate BrC=1C(=C(C=CC1)C(C(C)C)N(CCNC(OC(C)(C)C)=O)C1CC1)F